2-((4-chlorobenzyl)sulfonyl)-1-(4-(5-(chlorodifluoromethyl)-1,2,4-oxadiazol-3-yl)phenyl)ethan-1-one ClC1=CC=C(CS(=O)(=O)CC(=O)C2=CC=C(C=C2)C2=NOC(=N2)C(F)(F)Cl)C=C1